COCCOC1=NC2=C(N1C(=O)NCCCC1=CC=CC=C1)C=CC(=C2)N2CCOCC2 (2-Methoxyethoxy)-5-morpholino-N-(3-phenylpropyl)-1H-benzo[d]imidazole-1-carboxamide